(2S)-1-methylpiperidin CN1CCCCC1